(P)-2-[4-[4-(aminomethyl)-8-ethoxy-1-oxo-2H-phthalazin-6-yl]-2-methyl-pyrazol-3-yl]-6-(cyclopropoxy)-3-fluoro-benzonitrile NCC1=NNC(C2=C(C=C(C=C12)C1=C(N(N=C1)C)C1=C(C#N)C(=CC=C1F)OC1CC1)OCC)=O